2-(4-(Bromomethyl)phenyl)-2-methylpropanoic acid methyl ester COC(C(C)(C)C1=CC=C(C=C1)CBr)=O